OC(CC(=O)O)(C)C β-hydroxy-isovaleric acid